1-(3-ethoxy-4-methoxyphenyl)-2-(methylsulfonyl)ethylamine C(C)OC=1C=C(C=CC1OC)C(CS(=O)(=O)C)N